FC1=CC=C(C=C1)C=1C(=NN2C1N=C(NC2=O)SCC#C)C2CN(CCO2)C(=O)OC(C)(C)C tert-butyl 2-[8-(4-fluorophenyl)-4-oxo-2-(prop-2-yn-1-ylsulfanyl)-3H-pyrazolo[1,5-a][1,3,5]triazin-7-yl]morpholine-4-carboxylate